2-DIMETHYLAMINO-7-METHYL-4-OXO-4H-PYRIDO[1,2-A]PYRIMIDINE-3-CARBALDEHYDE CN(C=1N=C2N(C(C1C=O)=O)C=C(C=C2)C)C